C(C=C)[Pd] Allyl-Palladium